ClC1=C(C=CC(=C1)C(C)C)NC(=O)N1[C@H](CCC1)C(=O)NC1=CC=C(C=C1)C1=CC=C(C=C1)C(=O)O 4'-[(1-{[2-chloro-4-(propan-2-yl)phenyl]carbamoyl}-D-prolyl)amino][1,1'-biphenyl]-4-carboxylic acid